N[C@@H]1C2=CC=CC=C2CC12CCN(CC2)C2=NC=1C(=NC=C(N1)SC1=C(C(NC=C1)=O)Cl)N2 (S)-4-((2-(1-amino-1,3-dihydrospiro[indene-2,4'-piperidin]-1'-yl)-1H-imidazo[4,5-b]pyrazin-5-yl)thio)-3-chloropyridin-2(1H)-one